N-(2-((2S,4S)-4-amino-2-(hydroxymethyl)pyrrolidin-1-yl)-4-chlorophenyl)-2-(2-fluoro-6-methoxyphenyl)pyrimidine-4-carboxamide N[C@H]1C[C@H](N(C1)C1=C(C=CC(=C1)Cl)NC(=O)C1=NC(=NC=C1)C1=C(C=CC=C1OC)F)CO